(2s,3s,4r,5r)-5-(2-(5-chloropyridin-3-yl)-6-((2-(pyridin-2-yl)ethyl)amino)-9H-purin-9-yl)-3,4-dihydroxy-N-(methyl-d3)-tetrahydrofuran-2-carboxamide ClC=1C=C(C=NC1)C1=NC(=C2N=CN(C2=N1)[C@H]1[C@@H]([C@@H]([C@H](O1)C(=O)NC([2H])([2H])[2H])O)O)NCCC1=NC=CC=C1